NC=1C(=NC=CC1)NC(C(C)(C)C)=O N-(3-aminopyridine-2-yl)pivalamide